C(C1=CC=C(C=C1)OC)(=O)OC1=CC=CC=C1 phenyl anisate